1-[7-(1,3-benzodioxolen-5-yl)-1-oxo-2,4-heptadienyl]Piperidine O1COC2=C1C=CC(=C2)CCC=CC=CC(=O)N2CCCCC2